FC1(C2CN(CC12)C1=NC=C(C(=C1C#N)C)I)F 2-{6,6-difluoro-3-azabicyclo[3.1.0]hex-3-yl}-5-iodo-4-methylpyridine-3-carbonitrile